FC(C1=CC=C(C=C1)C(=O)C(=O)C1=CC=CC=C1)(F)F 4-(trifluoromethyl)benzil